FC1(CCC2=C1N=C(N=C2C#N)SC)F 7,7-difluoro-2-(methylthio)6,7-dihydro-5H-cyclopenta[d]pyriMidin-4-carbonitrile